cis-2-Decen C\C=C/CCCCCCC